Cl.N1(CCC(CC1)NC(=O)C1=NC(=NC=C1)N1C=NC=C1)C1CCNCC1 N-([1,4'-bipiperidinyl]-4-yl)-2-(1H-imidazol-1-yl)pyrimidine-4-carboxamide hydrochloride